2-(4,6-dichloro-5-(2-(2,2,2-trifluoroethoxy)phenyl)-1H-benzo[d]imidazol-2-yl)-2-(4-(ethylsulfonyl)phenyl)ethanol ClC1=C(C(=CC=2NC(=NC21)C(CO)C2=CC=C(C=C2)S(=O)(=O)CC)Cl)C2=C(C=CC=C2)OCC(F)(F)F